Cl.CN(C1CN(C1)C1=CC=C2C(=NN=C(C2=C1)N[C@H](C)C=1C(=C(C#N)C=CC1)C)C)C (R)-3-(1-((7-(3-(dimethylamino)azetidin-1-yl)-4-methylphthalazin-1-yl)amino)ethyl)-2-methylbenzonitrile Hydrochloride salt